ClC1=CC=CC=2C(C3=CC=C(C=C3C(C12)=O)C(=O)N1CCC(CC1)S(=O)(=O)C)=O 1-chloro-7-(4-(methyl-sulfonyl)piperidine-1-carbonyl)anthracene-9,10-dione